phenoxyacetamide phosphoramidimidate P(O)(O)(N)=N.O(C1=CC=CC=C1)CC(=O)N